3-amino-5-(4-aminopiperazin-1-yl)-2,3-dihydro-1,4-benzodioxine NC1OC2=C(OC1)C=CC=C2N2CCN(CC2)N